BrC=1C=C2C=CN(C2=CC1)C1C(NC(CC1)=O)=O 3-(5-bromoindol-1-yl)piperidine-2,6-dione